hexynyl chloride C(#CCCCC)Cl